3-((1-((1r,4r)-4-methoxycyclohexyl)-4-nitro-1H-pyrazol-3-yl)oxy)propan COC1CCC(CC1)N1N=C(C(=C1)[N+](=O)[O-])OCCC